C(C)(C)(C)C=1OC=C(N1)C1=CC(=NC=C1)N(C(=O)C1CCC(CC1)N1[C@@H](CC1)CO)CC12CCC(CC1)(CC2)C2=CC(=C(C=C2)OC)C (S)-4-((4-(2-(tert-Butyl)oxazol-4-yl)pyridin-2-yl)((4-(4-methoxy-3-methylphenyl)bicyclo[2.2.2]octan-1-yl)methyl)carbamoyl)cyclohexyl-2-(hydroxymethyl)azetidine